silver ethansulfonate C(C)S(=O)(=O)[O-].[Ag+]